4-(5-(3,5-dichlorophenyl)-5-(trifluoromethyl)-4,5-dihydroisoxazol-3-yl)-N-(1-(2,2-difluoroethyl)-5-isopropyl-1H-1,2,4-triazol-3-yl)-2-methylbenzamide ClC=1C=C(C=C(C1)Cl)C1(CC(=NO1)C1=CC(=C(C(=O)NC2=NN(C(=N2)C(C)C)CC(F)F)C=C1)C)C(F)(F)F